tert-Butyl (3-((4-((3-chloro-4-fluorophenyl)amino)-7-methoxyquinazolin-6-yl)oxy)propyl)carbamate ClC=1C=C(C=CC1F)NC1=NC=NC2=CC(=C(C=C12)OCCCNC(OC(C)(C)C)=O)OC